6-oxopipecolic acid O=C1CCCC(N1)C(=O)O